C(CCCCCCCCCCC)(=O)O.C(CCCC(=O)O)(=O)OCCCCCCCCCCCC mono-n-dodecyl glutarate (laurate)